3-Methylpyridinium chloride [Cl-].CC=1C=[NH+]C=CC1